1,1,1,2,2,2-hexafluoroethane FC(C(F)(F)F)(F)F